FC(C[C@@H](C(=O)N[C@H](CO)C[C@H]1C(NCC1)=O)NC(OC(C(F)(F)C1=CC(=CC=C1)Cl)C1=CC=CC=C1)=O)F 2-(3-chlorophenyl)-2,2-difluoro-1-phenylethyl ((S)-4,4-difluoro-1-(((S)-1-hydroxy-3-((S)-2-oxopyrrolidin-3-yl)propan-2-yl)amino)-1-oxobutan-2-yl)carbamate